([1,1'-biphenyl]-3-ylmethyl)-N-(3-hydroxy-1-(hydroxyamino)-1-oxopropan-2-yl)-5-oxopyrrolidine-2-carboxamide C1(=CC(=CC=C1)CN1C(CCC1=O)C(=O)NC(C(=O)NO)CO)C1=CC=CC=C1